[OH-].OCC[N+](C)(C)C.OCC[N+](C)(C)C.[OH-] dicholine hydroxide